FCC(=O)[O-] fluoroacetic acid anion